4-(3-bromo-4-(trifluoromethoxy)benzyl)morpholine BrC=1C=C(CN2CCOCC2)C=CC1OC(F)(F)F